4-[[(3R,4R)-1-(2-cyanoacetyl)-4-methyl-3-piperidinyl]-methyl-amino]Pyrrolo[2,3-d]Pyrimidine-7-carboxylic acid 3-aminopropyl ester hydrochloride Cl.NCCCOC(=O)N1C=CC2=C1N=CN=C2N(C)[C@H]2CN(CC[C@H]2C)C(CC#N)=O